O=C(C(=O)OC(C)(C)C)C[C@@H](C(=O)OC)N1C(C=2C=C3C(=CC2C1)OC(O3)(C3=CC=CC=C3)C3=CC=CC=C3)=O 1-tert-butyl 5-methyl (4S)-2-oxo-4-(5-oxo-2,2-diphenyl-5,7-dihydro-2H,6H-[1,3]dioxolo[4,5-f]isoindol-6-yl)pentanedioate